C(C)OC(=O)C1=CN(C=CC1=O)N1C(CCC1C1=C(C=C(C(=C1)OCCC1CC1)OCC1=CC=CC=C1)Br)(C)C 1-(5-(4-(benzyloxy)-2-bromo-5-(2-cyclopropylethoxy)phenyl)-2,2-dimethylpyrrolidine-1-yl)-4-oxo-1,4-dihydropyridine-3-carboxylic acid ethyl ester